BrC1=C(C(=CC(=C1)C(C)C)F)CC 1-bromo-2-ethyl-3-fluoro-5-isopropylbenzene